ClC1=CC(=CC(=N1)/C=N/O)C(F)(F)F (E)-6-chloro-4-(trifluoromethyl)picolinaldehyde oxime